BrC=1C(=C(N(C1)COCC[Si](C)(C)C)C(=O)O)OC 4-bromo-3-methoxy-1-(2-trimethylsilylethoxymethyl)pyrrole-2-carboxylic acid